N[C@@H](C)C=1N(C(C2=C(C=CC=C2C1)C#CC=1C=NN(C1)C)=O)C1=CC=CC=C1 (S)-3-(1-aminoethyl)-8-((1-methyl-1H-pyrazol-4-yl)ethynyl)-2-phenylisoquinolin-1(2H)-one